CC=1C=C(C=CC1OC1=CC2=C(N(C=N2)C)C=C1)NC=1C2=C(N=CN1)C=NC(=N2)S(=O)(=O)C N-(3-methyl-4-((1-methyl-1H-benzo[d]imidazol-5-yl)oxy)-phenyl)-6-(methylsulfonyl)-pyrimido[5,4-d]pyrimidin-4-amine